NC1=C2C=C(N(C2=CC=C1)CC(F)(F)F)C1=NOC(=N1)CNC(=O)C1=CN(C=C1)C(COC)C N-[[3-[4-amino-1-(2,2,2-trifluoroethyl)indol-2-yl]-1,2,4-oxadiazol-5-yl]methyl]-1-(2-methoxy-1-methyl-ethyl)pyrrole-3-carboxamide